C(C)N(C1(CCC2(CN(C(N2C)=O)CC(C(=O)N)(C)C)CC1)C1=CC=CC=C1)C CIS-3-[8-(Ethyl-methyl-amino)-1-methyl-2-oxo-8-phenyl-1,3-diazaspiro[4.5]decan-3-yl]-2,2-dimethyl-propionamide